BrC1=CC=C(C=C1)NS(=O)(=O)C=1C=C(C(=O)NC2=CC=C(C=C2)F)C=CC1OC 3-(N-(4-bromophenyl)sulfamoyl)-N-(4-fluorophenyl)-4-methoxybenzamide